1-(sec-butyl)-1,3-dihydro-2H-imidazol-2-one C(C)(CC)N1C(NC=C1)=O